N-[(1R,4r)-4-{[(R)-2-(m-fluorophenyl)-2-hydroxyethylamino]methyl}cyclohexyl]benzamide FC=1C=C(C=CC1)[C@H](CNCC1CCC(CC1)NC(C1=CC=CC=C1)=O)O